C1=C(C(=C(C(=C1Cl)Cl)Cl)Cl)O tetrachlorophenol